O=C1C2(CC(C(N1)=O)C2)NC2=CC=C(C=C2)C=2CCN(CC2)C(=O)OC(C)(C)C tert-butyl 4-[4-[(2,4-dioxo-3-azabicyclo[3.1.1]heptan-1-yl)amino]phenyl]-3,6-dihydro-2H-pyridine-1-carboxylate